methylhexacosa-17,20-dien-7-amine CCCCCCCC(CCCCCCCCCC=CCC=CCCCCC)N